(3-chloro-4-(methylsulfonyl)phenyl)-4-(2,6-dimethylpyridin-4-yl)thiazol-2-amine ClC=1C=C(C=CC1S(=O)(=O)C)C1=C(N=C(S1)N)C1=CC(=NC(=C1)C)C